6-(3-Chloro-2,6-difluorobenzyl)-1-(2-hydroxyethyl)-4-oxo-1,4-dihydroquinoline-3-carboxylic acid ClC=1C(=C(CC=2C=C3C(C(=CN(C3=CC2)CCO)C(=O)O)=O)C(=CC1)F)F